C1=CC(=C(C(=C1)F)F)[N+](=O)[O-] 2,3-Difluoronitrobenzene